hydroxymethylpropylbenzene OCC1=C(C=CC=C1)CCC